7-isopropyl-4,4-dimethyl-9-oxa-16-thia-3,6,13,18-tetraazabicyclo[13.2.1]Octadecane-1(17),15(18)-diene-2,5,8,12-tetrone C(C)(C)C1NC(C(NC(C2=CSC(CNC(CCOC1=O)=O)=N2)=O)(C)C)=O